(R)-4-((3-(4-(3,3-difluoroazetidin-1-yl)but-2-ynamido)piperidin-1-yl)methyl)-N-(4-(4-morpholino-7H-pyrrolo[2,3-d]pyrimidin-6-yl)phenyl)picolinamide FC1(CN(C1)CC#CC(=O)N[C@H]1CN(CCC1)CC1=CC(=NC=C1)C(=O)NC1=CC=C(C=C1)C1=CC2=C(N=CN=C2N2CCOCC2)N1)F